(R)-1-(1-(7,8-difluoro-1-oxo-1,2-dihydroisoquinolin-4-yl)ethyl)-3-(3,4-difluorobenzyl)-1-methylurea FC1=CC=C2C(=CNC(C2=C1F)=O)[C@@H](C)N(C(=O)NCC1=CC(=C(C=C1)F)F)C